C(C)N1C(=NOC1)C1=CC2=C([C@@H](CO2)NC(OCCO)=O)C=C1 2-hydroxyethyl (S)-(6-(4-ethyl-1,2,4-oxadiazol-3-yl)-2,3-dihydrobenzofuran-3-yl)carbamate